7-methyl-N-phenyl-7-azaspiro[3.5]nonan-2-carbothioamide CN1CCC2(CC(C2)C(NC2=CC=CC=C2)=S)CC1